P(=O)(O)(F)F.C(C)N1CN(C=C1)C 1-ethyl-3-methylimidazole difluorophosphate